N-[3-fluoro-4-[(7-methoxy-1,5-naphthyridin-4-yl)oxy]phenyl]-1-(4-fluoro-2-methylphenyl)-6-methyl-2-oxopyridine-3-carboxamide FC=1C=C(C=CC1OC1=CC=NC2=CC(=CN=C12)OC)NC(=O)C=1C(N(C(=CC1)C)C1=C(C=C(C=C1)F)C)=O